4-((6-(2,6-dioxopiperidin-3-yl)pyridin-2-yl)amino)cyclohexane-1-carboxylic acid O=C1NC(CCC1C1=CC=CC(=N1)NC1CCC(CC1)C(=O)O)=O